ClC1=C(C=CC(=C1)F)[C@H]1N=C(NC(=C1C(=O)OC)C12C3C4C5(C3C1C5C24)CC(=O)OC)C=2SC=CN2 (4S)-methyl 4-(2-chloro-4-fluorophenyl)-6-((2R,3R,4S,5S)-4-(2-methoxy-2-oxoethyl) cuban-1-yl)-2-(thiazol-2-yl)-1,4-dihydropyrimidine-5-carboxylate